NC1=NC=C(C2=C1C(=NN2[C@@H]2CN(CC2)C(C=C)=O)C#CC2=C(C=NC=C2F)F)C (S)-1-(3-(4-amino-3-((3,5-difluoropyridin-4-yl)ethynyl)-7-methyl-1H-pyrazolo[4,3-c]pyridin-1-yl)pyrrolidin-1-yl)prop-2-en-1-one